4'-(6-(pyridin-4-yl)-5H-imidazo[4',5':4,5]Benzo[1,2-c][1,2,5]Thiadiazole-4,8-diyl) dibenzoate C(C1=CC=CC=C1)(=O)OC1=C2C(=C(C3=NSN=C31)OC(C3=CC=CC=C3)=O)N=C(N2)C2=CC=NC=C2